ClC1=CC=C(C=C1)C(CN(C)C)NS(=O)(=O)C1=CC=C(C=C1)OC1=CC=C(C=C1)C(F)(F)F N-(1-(4-chlorophenyl)-2-(dimethylamino)ethyl)-4-(4-(trifluoromethyl)phenoxy)benzenesulfonamide